BrC1=CC=C2C(=C1)OCC[C@]21NC(OC1)=O (S)-7-bromospiro[chroman-4,4'-oxazolidine]-2'-one